pyrazolo[1,5-c]quinazoline C=1C=NN2C=NC=3C=CC=CC3C21